NC1=C(C(=O)N2CCC(CC2)N2C(NC3=NC=C(C=C32)N3CCOCC3)=O)C=CC(=C1)OC(F)(F)F 1-[1-[2-Amino-4-(trifluoromethoxy)benzoyl]-4-piperidyl]-6-morpholino-3H-imidazo[4,5-b]pyridin-2-one